C1(CC1)OC1=CC=C(C=C1)CNC(N(C1CCN(CC1)C)[C@H](C)C1=C(C=C(C=C1)F)F)=O 3-[(4-cyclopropoxyphenyl)methyl]-1-[(1R)-1-(2,4-difluorophenyl)ethyl]-1-(1-methylpiperidin-4-yl)urea